2-(2-amino-6-((3-hydroxycyclobutyl)amino)-9H-purin-9-yl)-N-(1-ethyl-3-methyl-1H-pyrazol-5-yl)acetamide NC1=NC(=C2N=CN(C2=N1)CC(=O)NC1=CC(=NN1CC)C)NC1CC(C1)O